C(#N)[C@H]1N(CSC1)C(CNC(=O)C1=CC=NC2=CC=C(C=C12)N1CC2(COC2)C1)=O (R)-N-(2-(4-cyanothiazolidin-3-yl)-2-oxoethyl)-6-(2-oxa-6-azaspiro[3.3]heptane-6-yl)quinoline-4-carboxamide